N1C=CC2=CC(=CC=C12)CNCCCNC1=CC=NC2=CC(=CC=C12)C1=CC=C(C=C1)C(C)(C)C N1-((1H-Indol-5-yl)methyl)-N3-(7-(4-(tert-butyl)phenyl)quinolin-4-yl)propane-1,3-diamine